(R)-3-(5-(3,5-difluorophenyl)-3-oxo-5,6-dihydrothiazolo[2,3-c][1,2,4]triazol-2(3H)-yl)bicyclo[1.1.1]pentane-1-carbonitrile FC=1C=C(C=C(C1)F)[C@@H]1CSC2=NN(C(N21)=O)C21CC(C2)(C1)C#N